ClC=1C2=C(N=C(N1)/C=C/C=1C=NC=CC1)C=NN2C 3-[(E)-2-[7-chloro-1-methylpyrazolo[4,3-d]pyrimidin-5-yl]ethenyl]pyridine